N-(4-(8-fluoro-2,3-dihydrobenzo[f][1,4]oxazepin-4(5H)-yl)-2,6-dimethylphenyl)-2-(3-fluoro-bicyclo[1.1.1]pentan-1-yl)acetamide FC1=CC2=C(CN(CCO2)C2=CC(=C(C(=C2)C)NC(CC23CC(C2)(C3)F)=O)C)C=C1